(R)-2-(3-fluoropyrrolidin-1-yl)-5-(4,4,5,5-tetramethyl-1,3,2-dioxaborolan-2-yl)pyrimidine F[C@H]1CN(CC1)C1=NC=C(C=N1)B1OC(C(O1)(C)C)(C)C